3,5-dibromohexylbithiophene BrC(CCC1=C(SC=C1)C=1SC=CC1)CC(C)Br